Cl.N1C=NC=C1C1(CC1)CN [1-(1H-imidazol-5-yl)cyclopropyl]methanamine hydrochloride